Cl.FC1=C(C=CC(=C1F)OC1=NC=CC=N1)C1=CN=C2N1C=CN=C2NC2=CC(=C(C(=O)NCCCNC(=O)C1CCNCC1)C=C2)CC N-[3-[[4-[[3-(2,3-difluoro-4-pyrimidin-2-yloxy-phenyl)imidazo[1,2-a]pyrazin-8-yl]amino]-2-ethyl-benzoyl]amino]propyl]piperidine-4-carboxamide hydrochloride